4-chloro-2-(2-thienyl)thiazolo[4,5-c]Pyridine ClC1=NC=CC2=C1N=C(S2)C=2SC=CC2